CC1=CC=CC2=C(C3=CC=CC=C3C(=C12)OC(=O)OCCCCCCC)OC(=O)OCCCCCCC 1-methyl-9,10-bis(n-heptyloxycarbonyloxy)anthracene